cyclohexyl(4-isopropoxyphenyl)methanol C1(CCCCC1)C(O)C1=CC=C(C=C1)OC(C)C